(R)-4-chloro-5-methyl-6,7-dihydro-5H-cyclopenta[d]pyrimidine ClC=1C2=C(N=CN1)CC[C@H]2C